NC(CC(CC(CO)(CO)CO)(CC(N)C)CC(N)C)C tri(2-amino-2-methylethyl)trimethylolpropane